C(#N)C=C1CN(C1)CC=1C(=CC2=C(N=C(O2)C=2C(=C(C=CC2)C2=C(C(=CC=C2)C=2OC3=C(N2)C=C(C(=C3)OC(F)F)CN3[C@@H](CCC3)C(=O)O)C)C)C1)OC(F)F ((2-(3'-(5-((3-(cyanomethylene)azetidin-1-yl)methyl)-6-(difluoromethoxy)benzo[d]oxazol-2-yl)-2,2'-dimethyl-[1,1'-biphenyl]-3-yl)-6-(difluoromethoxy)benzo[d]oxazol-5-yl)methyl)-L-proline